FC=1C=NC=CC1C1=C(N=C(N=N1)NC(=O)NC)C=1C=NC=CC1 1-(6-(3-Fluoropyridin-4-yl)-5-(pyridin-3-yl)-1,2,4-triazin-3-yl)-3-methylurea